(S)-4-(4-cyclopropylpyrazolo[1,5-a]pyridin-2-yl)-5-(5-(trifluoromethyl)pyridin-2-yl)-4,5,6,7-tetrahydro-1H-imidazo[4,5-c]pyridine C1(CC1)C=1C=2N(C=CC1)N=C(C2)[C@H]2N(CCC1=C2N=CN1)C1=NC=C(C=C1)C(F)(F)F